C(C)OC(C(N1N=C2C=C(C=C(C2=C1)F)Br)C1=C2N(C(N1)=S)C[C@@H](C2)F)=O 2-((R)-6-fluoro-3-thioxo-2,5,6,7-tetrahydro-3H-pyrrolo[1,2-c]imidazol-1-yl)-2-(4-fluoro-6-bromo-2H-indazol-2-yl)acetic acid ethyl ester